COC1=C(CC(N)C)C=C(C(=C1)CC)OC 2,5-dimethoxy-4-ethyl-amphetamine